ClC=1C(=C(C=CC1)NC=1N(C2=NC(=NC=C2N1)NC1CCOCC1)C1CCC(CC1)C(=O)N)F (1s,4s)-4-(8-(3-chloro-2-fluorophenylamino)-2-(tetrahydro-2H-pyran-4-ylamino)-9H-purin-9-yl)cyclohexanecarboxamide